rel-(S)-(5-Phenylisochroman-1-yl)methanamine hydrochloride salt Cl.C1(=CC=CC=C1)C1=C2CCO[C@@H](C2=CC=C1)CN |o1:12|